tert-butyl N-methyl-N-(8-methyl-1,4-dioxaspiro[4.5]decan-8-yl)carbamate CN(C(OC(C)(C)C)=O)C1(CCC2(OCCO2)CC1)C